(R)-8-(5-(3-chlorophenyl)isoxazol-3-yl)-9-oxooctahydro-2H-pyrazino[1,2-a]pyrazine-2-carbonitrile ClC=1C=C(C=CC1)C1=CC(=NO1)N1C([C@@H]2N(CCN(C2)C#N)CC1)=O